(E)-3-(4-(6-(((1R,3s,5S)-9-azabicyclo[3.3.1]nonan-3-yl)(methyl)amino)pyridazin-3-yl)-3-hydroxyphenyl)-N-cyclopropylacrylamide [C@H]12CC(C[C@H](CCC1)N2)N(C2=CC=C(N=N2)C2=C(C=C(C=C2)/C=C/C(=O)NC2CC2)O)C